ClC=1C=C(C(=O)N2CC3CN(CC(C3C2)C(=O)O)C(CC2=CNC3=CC(=CC=C23)OC)=O)C=CC1Cl 2-(3,4-dichlorobenzoyl)-5-(2-(6-methoxy-1H-indol-3-yl)acetyl)octahydro-1H-pyrrolo[3,4-c]pyridine-7-carboxylic acid